(+/-)-trans-t-butyl 3-((2-(2-chloro-5-trityl-5H-pyrrolo[2,3-b]pyrazin-7-yl)-5-fluoro-6-(furan-2-yl)pyrimidin-4-yl)amino)bicyclo[2.2.2]octane-2-carboxylate ClC=1N=C2C(=NC1)N(C=C2C2=NC(=C(C(=N2)NC2C(C1CCC2CC1)C(=O)OC(C)(C)C)F)C=1OC=CC1)C(C1=CC=CC=C1)(C1=CC=CC=C1)C1=CC=CC=C1